NC=1C=C2C(N(C(C2=CC1)=O)CCC[C@@H](C(=O)OC)NC(C1=CC=C(C=C1)N(C=O)CC=1N=C2C(=NC(=NC2=NC1)N)N)=O)=O Methyl (S)-5-(5-amino-1,3-dioxoisoindolin-2-yl)-2-(4-(N-((2,4-diaminopteridin-6-yl)methyl)-formamido)benzamido)pentanoate